4-(1-(tert-butoxycarbonyl)piperidin-4-yl)butyric acid C(C)(C)(C)OC(=O)N1CCC(CC1)CCCC(=O)O